4-(5-((3-Cyanophenoxy)methyl)-2-(trifluoromethyl)oxazolidin-3-yl)-2-(trifluoromethyl)benzonitril C(#N)C=1C=C(OCC2CN(C(O2)C(F)(F)F)C2=CC(=C(C#N)C=C2)C(F)(F)F)C=CC1